BrC=1C=NC(=NC1)OCCN(C)C 2-(5-bromopyrimidin-2-yl)oxy-N,N-dimethyl-ethanamine